ClC=1C=C2C=C(NC2=CC1)CNC(N([C@H]1CN(CCC1)C(CC1=NN(C=C1)C)=O)C)=O (R)-3-((5-chloro-1H-indol-2-yl)methyl)-1-methyl-1-(1-(2-(1-methyl-1H-pyrazol-3-yl)acetyl)piperidin-3-yl)urea